ClC1=CC=C(C(=N1)C=1N=NN(N1)C([2H])([2H])[2H])NC(C)C=1C=C(C=C2C(N(C=3N(C12)C=NC3C=3C=NC=CC3)C([2H])([2H])[2H])=O)C 9-(1-((6-Chloro-2-(2-(methyl-d3)-2H-tetrazol-5-yl)pyridin-3-yl)amino)ethyl)-7-methyl-4-(methyl-d3)-3-(pyridin-3-yl)imidazo[1,5-a]quinazolin-5(4H)-one